ClC1=CC=C(C(=O)OCC#N)C=C1 Cyanomethyl 4-chlorobenzoate